C(#N)CCCCC(C(=O)[O-])(O)O 6-cyano-(3R,5R)-dihydroxyhexanoate